3-(2-methoxy-2-oxoethyl)pyrrolidine-1-carboxylic acid tert-butyl ester C(C)(C)(C)OC(=O)N1CC(CC1)CC(=O)OC